5-isopropoxy-3-(1-isobutyl-1,2,3,6-tetrahydropyridin-4-yl)pyrrolo[3,2-b]pyridine C(C)(C)OC1=CC=C2C(=N1)C(=CN2)C=2CCN(CC2)CC(C)C